S(=O)(=O)(O)CC.N[C@@H](C(C)C)C(=O)OC(CCCCCCCCCCC)CCCCCCCC octyldodecyl valinate esylate